tert-Butyl (S)-4-(4-(3-(benzhydryloxy)-2-((1,3-dioxoisoindolin-2-yl)oxy)-3-oxopropoxy)benzimidamido)piperidine-1-carboxylate C(C1=CC=CC=C1)(C1=CC=CC=C1)OC([C@H](COC1=CC=C(C(NC2CCN(CC2)C(=O)OC(C)(C)C)=N)C=C1)ON1C(C2=CC=CC=C2C1=O)=O)=O